9-(3-chloro-4-(4-(dimethylamino)piperidin-1-yl)phenyl)-3-methyl-1-(tetrahydro-2H-pyran-4-yl)pyrazolo[1,5-c]quinazolin-2(3H)-one ClC=1C=C(C=CC1N1CCC(CC1)N(C)C)C1=CC=2C=3N(C=NC2C=C1)N(C(C3C3CCOCC3)=O)C